nonyl 8-((6-(heptadecan-9-yloxy)-6-oxohexyl)(2-hydroxyethyl)amino)octanoate CCCCCCCCC(CCCCCCCC)OC(CCCCCN(CCCCCCCC(=O)OCCCCCCCCC)CCO)=O